8-(4-ethylcyclohexyl)-5-(4-fluorobenzyl)-6,9-dioxo-2,5,8-triazaspiro[3.5]nonane-2-carboxamide C(C)C1CCC(CC1)N1CC(N(C2(CN(C2)C(=O)N)C1=O)CC1=CC=C(C=C1)F)=O